3-bromobenzene tetrafluoroborate F[B-](F)(F)F.BrC=1C=CC=CC1